OC(=O)C(F)(F)F.N1CC(C1)OCC=1C=NN(C1)C 4-((azetidin-3-yloxy)methyl)-1-methyl-1H-pyrazole TFA salt